FC1=C(C=CC=C1)C=1OC2=C(C=C(C=C2C(C1C)=O)C)C(C)NC=1C(=NC=CC1)C(=O)O 3-[1-[2-(2-Fluorophenyl)-3,6-dimethyl-4-oxo-chromen-8-yl]ethylamino]pyridine-2-carboxylic acid